C1(CC1)C1=C(C=C(CN2C[C@H](N(CC2)C2CC3(CN(C3)C3=CC(=C(C(=O)O)C=C3)OC=3C=C4C(=NC3)NC=C4F)C2)C2=C(C=CC=C2)C(C)C)C=C1)OC (R)-4-(6-(4-(4-cyclopropyl-3-methoxybenzyl)-2-(2-isopropylphenyl)piperazin-1-yl)-2-azaspiro[3.3]heptan-2-yl)-2-((3-fluoro-1H-pyrrolo[2,3-b]pyridin-5-yl)oxy)benzoic acid